CC1=CC=2C(=C(N=NC2N[C@H]2CN(CCC2)C)C2=C(C=C(C=C2)C(F)(F)F)O)N=C1 2-(3-methyl-5-{[(3R)-1-methylpiperidin-3-yl]amino}pyrido[2,3-d]pyridazin-8-yl)-5-(trifluoromethyl)phenol